The molecule is a dihydroxyflavanone that is (2S)-flavanone substituted by hydroxy groups at positions 5 and 7, prenyl groups at positions 8 and 3' and a 6,6-dimethyl-3,6-dihydro-2H-pyran ring fused across positions 4' and 5'. Isolated from the stem barks of Maackia amurensis, it exhibits cytotoxicity against human cancer cell lines. It has a role as a metabolite and an antineoplastic agent. CC(=CCC1=CC(=CC2=C1OC(C=C2)(C)C)[C@@H]3CC(=O)C4=C(C=C(C(=C4O3)CC=C(C)C)O)O)C